3-((6-(bromomethyl)pyrimidin-4-yl)amino)piperidine-2,6-dione BrCC1=CC(=NC=N1)NC1C(NC(CC1)=O)=O